9-Acetyl-3,7-dimethyl-4-oxo-4H-pyrido[1,2-a]pyrimidin-2-yl triflate O(S(=O)(=O)C(F)(F)F)C=1N=C2N(C(C1C)=O)C=C(C=C2C(C)=O)C